N12CCCC2C1 azabicyclo[3.1.0]hexane